C1(CCC1)N1N=CC(=C1)C1=C(C(=O)[O-])C=C(C=C1)NC(=O)C1(CC1)C1=C(C=C(C=C1)C(F)(F)F)F.OCC[N+](C)(C)C 2-Hydroxy-N,N,N-trimethylethanaminium 2-(1-cyclobutyl-1H-pyrazol-4-yl)-5-[({1-[2-fluoro-4-(trifluoromethyl)phenyl]cyclopropyl}carbonyl)amino]benzoate